Cl.NCCCCCCCCCC1=CC=CC=2N(C(N(C21)C)=O)N2C(CCCC2=O)=O [4-(9-Aminononyl)-3-methyl-2-oxo-1,3-benzodiazol-1-yl]piperidine-2,6-dione hydrochloride